2-((4-methoxybenzyl)thio)pyrazolo[1,5-a]pyrimidine COC1=CC=C(CSC2=NN3C(N=CC=C3)=C2)C=C1